C(C1=CC=CC=C1)N1C=2C=CC(=CC2C=2C=C3C(=C(C12)C)C=CN=C3)O 6-benzyl-5-methyl-6H-pyrido[4,3-b]carbazol-9-ol